Tert-butyl (S)-2-(4-(2-ethyl-2-fluorobutyl)piperazin-1-carbonyl)pyrrolidin-1-carboxylate C(C)C(CN1CCN(CC1)C(=O)[C@H]1N(CCC1)C(=O)OC(C)(C)C)(CC)F